N-[2-(2,5-dichlorothiophen-3-yl)ethyl]-2-phenylacetamide ClC=1SC(=CC1CCNC(CC1=CC=CC=C1)=O)Cl